3-((methoxycarbonyl)amino)-3-(pyridin-2-yl)piperidine-1-carboxylic acid tert-butyl ester C(C)(C)(C)OC(=O)N1CC(CCC1)(C1=NC=CC=C1)NC(=O)OC